(E)-4-((3R,4S)-3,4-dimethoxypyrrolidin-1-yl)-1-(3-(4-((3-methyl-4-((1-methyl-1H-benzo[d]imidazol-5-yl)oxy)phenyl)amino)pyrrolo[2,1-f][1,2,4]triazin-5-yl)azetidin-1-yl)but-2-en-1-one CO[C@@H]1CN(C[C@@H]1OC)C/C=C/C(=O)N1CC(C1)C=1C=CN2N=CN=C(C21)NC2=CC(=C(C=C2)OC2=CC1=C(N(C=N1)C)C=C2)C